C1(CC1)C1=NC=NC(=C1C1=NN(C2=C1CN(CC2)C2=CC(=C(C=C2)C=2N(C=C(N2)C(F)(F)F)C)F)C([2H])([2H])[2H])OC 3-(4-cyclopropyl-6-methoxypyrimidin-5-yl)-5-(3-fluoro-4-(1-methyl-4-(trifluoromethyl)-1H-imidazol-2-yl)phenyl)-1-(methyl-d3)-4,5,6,7-tetrahydro-1H-pyrazolo[4,3-c]pyridine